FC(C=1C=CC2=C(SC(=C2)CN2CCCC23CCN(CC3)C(=O)OC(C)(C)C)C1)(F)F tert-butyl 1-((6-(trifluoromethyl) benzo[b]thiophen-2-yl) methyl)-1,8-diazaspiro[4.5]decane-8-carboxylate